(4-fluorophenyl)diphenylsulfonium triflate [O-]S(=O)(=O)C(F)(F)F.FC1=CC=C(C=C1)[S+](C1=CC=CC=C1)C1=CC=CC=C1